O=C1CC(C1)C(=O)N 3-oxocyclobutanecarboxamide